C1N(CCC2=CC=CC=C12)CCCCCC1=CC=C(C(=N1)C=O)O 6-(5-(3,4-Dihydroisoquinolin-2(1H)-yl)pentyl)-3-hydroxypicolinaldehyde